(E)-2-(4-(aminomethyl)phenyl)ethene-1-sulfonyl fluoride NCC1=CC=C(C=C1)/C=C/S(=O)(=O)F